CCC(C)C=1C=CC=CC1 beta-methyl-3-(1-methylethyl)benzene